C(C)O\C=C/C=1N=C(N2C1[C@H](N(CC2)S(=O)(=O)C2=CC=C(C=C2)[N+](=O)[O-])CN)C2=CC=C(C=C2)C(C)C |r| (rac)-(Z)-(1-(2-ethoxyvinyl)-3-(4-isopropylphenyl)-7-((4-nitrophenyl)sulfonyl)-5,6,7,8-tetrahydroimidazo[1,5-a]pyrazin-8-yl)methanamine